(R)-4-(3-Amino-5-methyl-1H-pyrazol-1-yl)butan-2-ol NC1=NN(C(=C1)C)CC[C@@H](C)O